OC(CCC[C@@H](C)[C@H]1CC[C@@]2([C@@]1(CCC=1[C@]3(CC[C@@H](C([C@@H]3CCC21)(C)C)O)C)C)C)(C)C (1R,3aR,5aR,7S,9aS,11aR)-1-[(2R)-6-hydroxy-6-methylheptan-2-yl]-3a,6,6,9a,11a-pentamethyl-2,3,3a,4,5,5a,6,7,8,9,9a,10,11,11a-tetradecahydro-1H-cyclopenta[1,2-a]phenanthren-7-ol